C(C)(C)C1=C(N)C=CC=C1C(C)C 2,3-diisopropylaniline